2-[bis[(4-methoxyphenyl)methyl]amino]-6-methoxy-pyrimidine-4-carboxylic acid COC1=CC=C(C=C1)CN(C1=NC(=CC(=N1)C(=O)O)OC)CC1=CC=C(C=C1)OC